4-(4-Fluoro-3-{[4-(4-nitrophenyl)piperazin-1-yl]carbonyl}benzyl)phthalazin-1(2H)-one FC1=C(C=C(CC2=NNC(C3=CC=CC=C23)=O)C=C1)C(=O)N1CCN(CC1)C1=CC=C(C=C1)[N+](=O)[O-]